BrC=1C2=C(C=3C(=NC(=NC3C1Cl)SCC)N1C3CN(CC1CC3)C(=O)OC(C)(C)C)COC2 tert-Butyl 8-(6-bromo-5-chloro-3-(ethylthio)-7,9-dihydrofuro[3,4-f]quinazolin-1-yl)-3,8-diazabicyclo[3.2.1]octane-3-carboxylate